(2-(cyclopropylamino)-3,4-difluorophenyl)-6-(difluoromethyl)pyridazine-4-carboxamide C1(CC1)NC1=C(C=CC(=C1F)F)C=1N=NC(=CC1C(=O)N)C(F)F